2-cyano-6-bromobenzenesulfonyl chloride C(#N)C1=C(C(=CC=C1)Br)S(=O)(=O)Cl